[Si](C1=CC=CC=C1)(C1=CC=CC=C1)(C(C)(C)C)OC[C@H](CC=O)NC(OC(C)(C)C)=O (S)-tert-butyl (1-((tert-butyldiphenylsilyl)oxy)-4-oxobutan-2-yl)carbamate